2-fluoro-4-methyl-5-((8-((1-(tetrahydro-2H-pyran-2-yl)-1H-pyrazol-4-yl)amino)imidazo[1,2-a]pyridin-3-yl)ethynyl)benzamide FC1=C(C(=O)N)C=C(C(=C1)C)C#CC1=CN=C2N1C=CC=C2NC=2C=NN(C2)C2OCCCC2